1-Butyl-3-ethylimidazolium hexafluorophosphat F[P-](F)(F)(F)(F)F.C(CCC)N1C=[N+](C=C1)CC